1-(4'-butoxy-[1,1'-biphenyl]-4-yl)ethan-1-one sodium boron silicon bismuth [Bi].[Si].[B].[Na].C(CCC)OC1=CC=C(C=C1)C1=CC=C(C=C1)C(C)=O